(7S,9aR)-7-(4-chlorobenzyl)-8-(4-(5-methyloxazol-2-yl)cyclohexyl)octahydropyrazino[2,1-c][1,4]oxazine ClC1=CC=C(C[C@@H]2N(C[C@@H]3COCCN3C2)C2CCC(CC2)C=2OC(=CN2)C)C=C1